C=CCCCCC(=O)Cl methylenehexanoyl chloride